1-(2-(1H-1,2,4-triazol-1-yl)ethyl)-5-bromo-4-fluoroindoline N1(N=CN=C1)CCN1CCC2=C(C(=CC=C12)Br)F